(S)-2-(3-(2-(3-fluoroazetidin-1-yl)ethyl)-6-oxo-4-Methyl (trifluoromethyl)pyridazin-1(6H)-yl)-4-methylpentanoate FC1CN(C1)CCC1=NN(C(C(=C1C)C(F)(F)F)=O)[C@H](C(=O)[O-])CC(C)C